C(C)OC=1C=CC(=C(C1)NC(OCC=1C=C2C(N(CC2=CC1)C1C(NC(CC1)=O)=O)=O)=O)F (2-(2,6-dioxopiperidin-3-yl)-3-oxoisoindolin-5-yl)methyl (5-ethoxy-2-fluorophenyl)carbamate